(2-methacryloyloxyethyl)imidazolium C(C(=C)C)(=O)OCCC=1NC=C[NH+]1